5-Chloro-N4-(2,3-dihydrobenzo[b][1,4]dioxin-6-yl)-N2-[4-(4-methylpiperazin-1-yl)phenyl]pyrimidine-2,4-diamine ClC=1C(=NC(=NC1)NC1=CC=C(C=C1)N1CCN(CC1)C)NC1=CC2=C(OCCO2)C=C1